NCCNCCC[Si](Cl)(C)C N-(2-aminoethyl)-3-aminopropyl-dimethylchlorosilane